ClC=1C=C(C=NC1N1N=CC=N1)NC(=O)NC1=C(C=2N(N=C1)C=C(N2)C)C(C)C N-(5-chloro-6-(2H-1,2,3-triazole-2-yl)pyridin-3-yl)-N'-(2-methyl-8-(propan-2-yl)imidazo[1,2-b]pyridazin-7-yl)urea